methyl ((1R,3R)-3-(6-((2-(2-methoxypyridin-4-yl)pyrimidin-4-yl)amino)-3-(methyl-d3)-2-oxo-2,3-dihydro-1H-imidazo[4,5-c]pyridin-1-yl)cyclopentyl)carbamate COC1=NC=CC(=C1)C1=NC=CC(=N1)NC1=CC2=C(C=N1)N(C(N2[C@H]2C[C@@H](CC2)NC(OC)=O)=O)C([2H])([2H])[2H]